[Re+5]=O Rhenium(VII) oxid